O=C1NC(CCC1N1CC2=CC=C(C=C2C1=O)N1CCC(CC1)NCC1CCN(CC1)C1=CC=C(C=C1)\C(=C(/CC)\C1=CC=CC=C1)\C1=CC=C(C=C1)B(O)O)=O (E)-(4-(1-(4-(4-(((1-(2-(2,6-dioxopiperidin-3-yl)-3-oxoisoindolin-5-yl)piperidin-4-yl)amino)methyl)piperidin-1-yl)phenyl)-2-phenylbut-1-en-1-yl)phenyl)boronic acid